N-(2-methyl-5-piperazin-1-yl-phenyl)-2-(3-methylpyrrolo[3,2-c]pyridin-1-yl)propanamide CC1=C(C=C(C=C1)N1CCNCC1)NC(C(C)N1C=C(C=2C=NC=CC21)C)=O